ethyl 2-((6-(1-(tetrahydro-2H-pyran-2-yl)-1H-pyrazol-4-yl)pyridazin-3-yl)methyl)oxazole-4-carboxylate O1C(CCCC1)N1N=CC(=C1)C1=CC=C(N=N1)CC=1OC=C(N1)C(=O)OCC